C1NCCC12CCN(CC2)C2=NC=1C=CNC(C1C(=C2)NC2=NC=C(C=C2)N2CCC(CC2)O)=O 2-(2,8-diazaspiro[4.5]decan-8-yl)-4-[[5-(4-hydroxy-1-piperidyl)-2-pyridyl]amino]-6H-1,6-naphthyridin-5-one